NC1=NC=NN2C1=C(C=C2C=2C=C(C(=NC2)OC)C(=O)N[C@@H]2CN(C[C@@H]2F)C(=O)C2(CC2)F)C(F)(F)F 5-[4-amino-5-(trifluoromethyl)pyrrolo[2,1-f][1,2,4]triazin-7-yl]-N-[(3R,4S)-4-fluoro-1-(1-fluorocyclopropanecarbonyl)pyrrolidin-3-yl]-2-methoxypyridine-3-carboxamide